FC(C1=NC2=C(N1C1=NC(=CC(=N1)N1CCN(CC1)C(CN1CCN(CC1)C1CCCC1)=O)N1CCOCC1)C=CC=C2OC)F 2-{4-{2-[2-(difluoromethyl)-4-methoxy-1H-benzo[d]imidazol-1-yl]-6-morpholinopyrimidin-4-yl}piperazin-1-yl}-2-oxoethyl-4-cyclopentylpiperazine